The molecule is a organic anion that is the conjugate base of 3,6-dichloropyridine-2,5-diol, resulting from the deprotonation of the 5-hydroxy group. It is a conjugate base of a 3,6-dichloropyridine-2,5-diol. C1=C(C(=O)NC(=C1[O-])Cl)Cl